3-[6-[2-[1-(4-nitrophenyl)-4-piperidyl]-2,8-diazaspiro[4.5]decan-8-yl]-1-oxo-phthalazin-2-yl]piperidine-2,6-dione [N+](=O)([O-])C1=CC=C(C=C1)N1CCC(CC1)N1CC2(CC1)CCN(CC2)C=2C=C1C=NN(C(C1=CC2)=O)C2C(NC(CC2)=O)=O